CC1=CC=CC(=N1)C=1N=C2N(CCN2)C1C1=CC=C(N)C=C1 4-(6-(6-methylpyridin-2-yl)-2,3-dihydro-1H-imidazo[1,2-a]imidazol-5-yl)aniline